CC(C)C1CN(C2=CC=CC=C2N1)C(=O)C1=NC=CC(=C1)N1N=CC=C1 [3,4-dihydro-3-(1-methylethyl)-1(2H)-quinoxalinyl][4-(1H-pyrazol-1-yl)-2-pyridinyl]methanone